2-(5-chloro-3-(6-chloropyridin-3-yl)-4-fluoro-2-isopropoxyphenyl)-N-((3-chloropyrazin-2-yl)methyl)propanamide ClC=1C(=C(C(=C(C1)C(C(=O)NCC1=NC=CN=C1Cl)C)OC(C)C)C=1C=NC(=CC1)Cl)F